5-OXA-2-AZASPIRO[3.4]OCTAN C1NCC12OCCC2